COC1=CC=C(C=C1)C1=CC=2NC(=CC2S1)C(=O)O 2-(4-methoxyphenyl)-4H-thieno[3,2-b]pyrrole-5-carboxylic acid